1,2-dideoxy-2-[2(S),3(S),4(R)-trihydroxy-5-(hydroxymethyl)-5-cyclohexen-1(S)-ylamino]-L-glucopyranose O[C@H]1[C@H](C=C([C@H]([C@@H]1O)O)CO)N[C@@H]1CO[C@H]([C@@H]([C@H]1O)O)CO